4-((6-(methacryloyloxy)hexyl)oxy)-3-methoxybenzoic acid C(C(=C)C)(=O)OCCCCCCOC1=C(C=C(C(=O)O)C=C1)OC